ClC1=CC2=C(N=CNC2=O)N1C1=CC=C(C=C1)[C@H]1N(CCO[C@@H]1C)C(=O)OC(C)(C)C tert-butyl (2R,3R)-3-(4-(6-chloro-4-oxo-3,4-dihydro-7H-pyrrolo[2,3-d]pyrimidin-7-yl)phenyl)-2-methylmorpholine-4-carboxylate